8-(2,2,2-trifluoroethyl)1,4-dioxa-8-azaspiro[4.6]undecane FC(CN1CCC2(OCCO2)CCC1)(F)F